C(C)N(C=NC1=C(C=C(C(=C1)C)C1(COC1)OCC(C)C)C)C N-ethyl-N'-(4-(3-isobutoxyoxetan-3-yl)-2,5-dimethylphenyl)-N-methylformimidamide